FC=1C(=CC(=NC1)N1CC2(CC1)CCN(CC2)C(=O)OC(C)(C)C)C(F)(F)F tert-butyl 2-(5-fluoro-4-(trifluoromethyl)pyridin-2-yl)-2,8-diazaspiro[4.5]decane-8-carboxylate